N-(1-cyanocyclopropyl)-9-(5-(difluoromethyl)-1,3,4-thiadiazol-2-yl)-4-(1,2,3,6-tetrahydropyridin-4-yl)-9H-pyrimido[4,5-b]indole-7-sulfonamide C(#N)C1(CC1)NS(=O)(=O)C1=CC=C2C3=C(N(C2=C1)C=1SC(=NN1)C(F)F)N=CN=C3C=3CCNCC3